ethyl 2-{[(tert-butoxy)carbonyl](methyl)amino}-5-[(1-{[(tert-butyldiphenylsilyl)oxy]methyl}cyclopropyl)methyl]-1,3-thiazole-4-carboxylate C(C)(C)(C)OC(=O)N(C=1SC(=C(N1)C(=O)OCC)CC1(CC1)CO[Si](C1=CC=CC=C1)(C1=CC=CC=C1)C(C)(C)C)C